[Li].P(OC1=CC=CC=C1)(OC(C1=C(C=C(C=C1C)C)C)=O)=O phenyl (2,4,6-trimethylbenzoyl) phosphonate lithium salt